3-(1-Allyl-1H-imidazol-2-yl)-4-chloropyridine C(C=C)N1C(=NC=C1)C=1C=NC=CC1Cl